C1(CCCCC1)NC1=NC=C(C=C1C1=NC(=NO1)C)NC1CCCCC1 N2,N5-dicyclohexyl-3-(3-methyl-1,2,4-oxadiazol-5-yl)pyridine-2,5-diamine